C(C)(C)(C)C1N2C(C3=CC(=C(C=C3C1)OCCCOC)Cl)=CC(C(=C2)N2N=NNC2=O)=O 6-(tert-butyl)-10-chloro-9-(3-methoxypropoxy)-3-(5-oxo-4,5-dihydro-1H-tetrazol-1-yl)-6,7-dihydro-2H-pyrido[2,1-a]isoquinolin-2-on